Cyclononane-1,4-diacetate C1(CCC(CCCCC1)CC(=O)[O-])CC(=O)[O-]